ClC=1C=C2C=C(NC2=CC1OCC1=CC(=NO1)C)CNC(=O)C1(CC1)C(F)F N-({5-chloro-6-[(3-methyl-5-isoxazolyl)methoxy]-2-indolyl}methyl)1-(difluoromethyl)cyclopropanecarboxamide